C1(CC1)COC=1C=CC(=NC1)NC([C@H](C)N1C[C@H](CCC1)C(F)(F)F)=O (S)-N-(5-(cyclopropylmethoxy)pyridin-2-yl)-2-((S)-3-(trifluoromethyl)piperidin-1-yl)propanamide